FC(S(=O)(=O)[O-])(F)F.BrC=1[N+](=CC2=CC=CC=C2C1)C 3-Bromo-2-methylisoquinolin-2-ium Trifluoromethanesulfonate